FC(C1=C2C=C(NC2=CC(=C1)F)C(=O)O)F 4-(difluoromethyl)-6-fluoro-1H-indole-2-carboxylic acid